[Se](C=1C=CC2=C(C=C(C(O2)=O)C(C)NNC=2SC=C(N2)C2=C(C=CC=C2)O)C1)C=1C=CC2=C(C=C(C(O2)=O)C(C)NNC=2SC=C(N2)C2=C(C=CC=C2)O)C1 6,6'-selenobis(3-(1-(2-(4-(2-hydroxyphenyl)thiazol-2-yl)hydrazino)ethyl)-2H-benzopyran-2-one)